COC1=CC=C(C=N1)CN1C2CN(CC1C2)C2=CC=C(C=N2)C=2C=1N(C=C(C2)OCCS(=O)(=N)C)N=CC1C#N 4-(6-(6-((6-methoxypyridin-3-yl)methyl)-3,6-diazabicyclo[3.1.1]heptan-3-yl)pyridin-3-yl)-6-(2-(S-methylsulfonimidoyl)ethoxy)pyrazolo[1,5-a]pyridine-3-carbonitrile